C(C)(=O)N1[C@@H](CCC1)C(=O)O (2S)-1-acetylpyrrolidine-2-carboxylic acid